5-bromo-2-trifluoromethyl-pyridine BrC=1C=CC(=NC1)C(F)(F)F